phenylmethoxy-octadecanoylsulfonic acid C1(=CC=CC=C1)COCCCCCCCCCCCCCCCCCC(=O)S(=O)(=O)O